C(C)(C)(C)OC(=O)N[C@@H]1[C@@H](CC1)C(=O)OC methyl (1R,2S)-2-((tert-butoxycarbonyl)amino)cyclobutane-1-carboxylate